NCCCO[Si](OC)(C)CCCN (2-aminoethyl)3-aminopropylmethyldimethoxysilane